3-(1-(4,4-difluoropiperidin-1-yl)ethyl)benzoic acid FC1(CCN(CC1)C(C)C=1C=C(C(=O)O)C=CC1)F